OCCNC(C=C)=O acrylic acid 2-hydroxyethylamide